4-iodo-6-methoxy-N-(4-methoxybenzyl)pyridin-2-amine IC1=CC(=NC(=C1)OC)NCC1=CC=C(C=C1)OC